N(=[N+]=[N-])OCCOCCOCCCCOC1=CC=C(C=C1)S(=O)(=O)N1[C@@H](CCC1)C(=O)N[C@H](C(=O)O)CC1=CC=C(C=C1)OC(=O)N1CCCC1 (S)-2-((S)-1-((4-(4-(2-(2-(azidooxy)ethoxy)ethoxy)butoxy)phenyl)sulfonyl)pyrrolidine-2-carboxamido)-3-(4-((pyrrolidine-1-carbonyl)oxy)phenyl)propanoic acid